FC1=C(C=C(C=C1)NC(=O)C=1N(C=C2C1OC[C@H]1[C@H](NS2(=O)=O)CN(C1)C(=O)C1(OCCC1)C)C)C trans-N-(4-Fluoro-3-methylphenyl)-7-methyl-2-(2-methyltetrahydrofuran-2-carbonyl)-2,3,3a,4,10,10a-hexahydro-1H,7H-dipyrrolo[3,4-b:3',4'-f][1,4,5]oxathiazocin-8-carboxamid-5,5-dioxid